Chloro-5-methoxy-2H-[1,3'-bipyridin]-2-one ClC=1C(N(C=C(C1)OC)C=1C=NC=CC1)=O